C(CCC=C)N1C=C(C=C1)C(=O)C1=CC=CC=C1 (1-(pent-4-en-1-yl)-1H-pyrrol-3-yl)(phenyl)methanone